3-(1-methyl-1,2,3,6-tetrahydropyridin-4-yl)-1H-indole-2,4,5,6,7-d5 CN1CCC(=CC1)C1=C(NC2=C(C(=C(C(=C12)[2H])[2H])[2H])[2H])[2H]